tert-butyl 2-(aminomethyl)-1-pyrrolidinecarboxylate NCC1N(CCC1)C(=O)OC(C)(C)C